C([C@@H]1[C@H]([C@@H](C(O1)(CO)O)O)O)S(=O)(=O)[O-] The molecule is an organosulfonate oxoanion that is the conjugate base of 6-deoxy-6-sulfo-D-fructofuranose, obtained by deprotonation of the sulfonate OH group; major species at pH 7.3. It is a conjugate base of a 6-deoxy-6-sulfo-D-fructofuranose.